3-chloro-5-(2-hydroxypent-4-en-1-yl)benzonitrile ClC=1C=C(C#N)C=C(C1)CC(CC=C)O